tert-butyl 1-(4-cyano-3-fluoro-5-methoxybenzyl)-4,5,7,8-tetrahydropyrazolo[3,4-d]azepine-6(1H)-carboxylate C(#N)C1=C(C=C(CN2N=CC3=C2CCN(CC3)C(=O)OC(C)(C)C)C=C1OC)F